N(=O)N1CC2C3=CC(=C(C=C3C(C1)C2)N)N 10-nitroso-10-aza-tricyclo[6.3.1.02,7]Dodeca-2,4,6-triene-4,5-diamine